3,6,9-trioxaundecan-1-ol C(COCCOCCOCC)O